C(C)C1=NOC=C1C(=O)N 3-ethyl-isoxazole-4-carboxamide